2-(2-(benzylamino)-2-oxoethyl)isoquinolin-2-ium C(C1=CC=CC=C1)NC(C[N+]1=CC2=CC=CC=C2C=C1)=O